potassium tert-butyldimethylsilyl chloride [Si](C)(C)(C(C)(C)C)Cl.[K]